3-((3S)-3-((S)-sec-butyl)-7-chloro-2-oxo-5-phenyl-2,3,4,5-tetrahydro-1H-benzo[e][1,4]diazepin-1-yl)-N-(benzenesulfonyl)propionamide [C@H](C)(CC)[C@@H]1NC(C2=C(N(C1=O)CCC(=O)NS(=O)(=O)C1=CC=CC=C1)C=CC(=C2)Cl)C2=CC=CC=C2